N1=C(C=CC=C1)CCC1(C(CCC(C1)C)C(C)C)C(=O)N (2-(2-Pyridinyl)ethyl)-2-isopropyl-5-methylcyclohexaneCarboxamide